S1C(=NC2=C1C=CC=C2)NC2=C(C=C(N=N2)N(C=2SC(=C(N2)C(=O)O)CCCOC2=C(C=C(C=C2)C#CCN2CCNCC2)F)C)C 2-[[6-(1,3-benzothiazol-2-ylamino)-5-methyl-pyridazin-3-yl]-methyl-amino]-5-[3-[2-fluoro-4-(3-piperazin-1-ylprop-1-ynyl)phenoxy]propyl]thiazole-4-carboxylic acid